(S)-3-(7'-oxo-7',9'-dihydro-2'H-spiro[piperidine-4,3'-[1,4]oxazino[2,3-e]isoindol]-8'(4'H)-yl)piperidine-2,6-dione O=C1N(CC2=C3C(=CC=C12)NC1(CO3)CCNCC1)[C@@H]1C(NC(CC1)=O)=O